FC(C1=C(C=CC(=C1)N)S(=O)(=O)C1=C(C=C(C=C1)N)C(F)(F)F)(F)F 2-trifluoromethyl-4-aminophenylsulfone